NC1=NC2=CC(=CC=C2C=C1CCCCO)C1=NNC=C1 4-[2-amino-7-(1H-pyrazol-3-yl)quinolin-3-yl]butan-1-ol